Cl.O=C1NC(CCC1N1C(C2=CC=CC(=C2C1=O)OC[C@@H]1CNCCC1)=O)=O 2-(2,6-dioxopiperidin-3-yl)-4-[(3S)-piperidin-3-ylmethoxy]isoindole-1,3-dione HCl